(2S,4R)-N-(6-Bromo-3-methylpyridin-2-yl)-4-fluoro-4-methylpyrrolidine-2-carboxamide TFA Salt OC(=O)C(F)(F)F.BrC1=CC=C(C(=N1)NC(=O)[C@H]1NC[C@](C1)(C)F)C